(3-amino-7,8-dihydro-1,6-naphthyridin-6(5H)-yl)(morpholino)methanone NC=1C=NC=2CCN(CC2C1)C(=O)N1CCOCC1